COC(C1=CC(=C(C=C1)OC)OC)=O 3,4-dimethoxybenzoic acid methyl ester